CC1(CC1)NC(=O)C=1C2=CN(N=C2C=CC1)C=1C=NC=CC1 N-(1-METHYLCYCLOPROPYL)-2-(3-PYRIDINYL)-2H-INDAZOLE-4-CARBOXAMIDE